BrC=1C=CC(=NC1)C(C(F)(F)F)N1C(C2(CCC1)CCOCC2)=O 2-(1-(5-Bromopyridin-2-yl)-2,2,2-trifluoroethyl)-9-oxa-2-azaspiro[5.5]undecan-1-one